C=1N=CN2C1C1=CC=CC=C1[C@@H]2[C@H]2[C@H](C1CCC2CC1)O (2S,3S)-3-((S)-5H-Imidazo[5,1-a]isoindol-5-yl)bicyclo[2.2.2]octan-2-ol